4-(2,6-Dimethoxyphenyl)-5-(5-fluoro-6-methoxypyridin-2-yl)-N-((pyrimidin-2-ylmethyl)sulfonyl)-4H-1,2,4-triazole-3-carboxamide COC1=C(C(=CC=C1)OC)N1C(=NN=C1C1=NC(=C(C=C1)F)OC)C(=O)NS(=O)(=O)CC1=NC=CC=N1